N1C(=CC2=NC=CC=C21)CNC(=O)[C@H]2N(CC1(OCCO1)C2)C(CNC(=O)C=2C=CC=1C(C3=CC=CC=C3C1C2)(F)F)=O (S)-N-((1H-pyrrolo[3,2-b]pyridin-2-yl)methyl)-7-((9,9-difluoro-9H-fluorene-3-carbonyl)glycyl)-1,4-dioxa-7-azaspiro[4.4]nonane-8-carboxamide